N-tert-butyl-N'-phenyl-1,4-phenylenediamine C(C)(C)(C)NC1=CC=C(C=C1)NC1=CC=CC=C1